ClC=1C(=CC2=C(N=C(N=C2NC(C)C2=C(C(=CC=C2)C(C2COCC2)(F)F)F)C)N1)C1CCS(CC1)(=O)=O 4-(7-chloro-4-((1-(3-(difluoro(tetrahydrofuran-3-yl)methyl)-2-fluorophenyl)ethyl)amino)-2-methylpyrido[2,3-d]pyrimidin-6-yl)tetrahydro-2H-thiopyran 1,1-dioxide